tri(tributoxyethyl) phosphate P(=O)(OCC(OCCCC)(OCCCC)OCCCC)(OCC(OCCCC)(OCCCC)OCCCC)OCC(OCCCC)(OCCCC)OCCCC